7-isopropoxylimidazo[1,2-a]pyridine-6-carboxamide O(C(C)C)C1=CC=2N(C=C1C(=O)N)C=CN2